ClC1=NC(=NC(=C1N)C1=C(C=CC(=C1)F)F)C 4-chloro-6-(2,5-difluorophenyl)-2-methylpyrimidin-5-amine